N-(4-((2-((1s,4s)-1-(fluoromethyl)-2-oxabicyclo[2.1.1]hex-4-yl)-6-methylpyrimidin-4-yl)amino)-5-(1-methyl-1H-pyrazol-3-yl)pyridin-2-yl)acetamide FCC12OCC(C1)(C2)C2=NC(=CC(=N2)NC2=CC(=NC=C2C2=NN(C=C2)C)NC(C)=O)C